OCCC(=O)NC(=C)C(=O)OC 3-hydroxy-1-((3-methoxy-3-oxoprop-1-en-2-yl)amino)-1-oxopropan